COC1=NC=CC(=C1)C=1C(=C2CCCC2=CC1)NC(=O)NS(=O)(=O)C1=NN(C=C1)C=1C=C(C=CC1)B(O)O (3-(3-(N-((5-(2-methoxypyridin-4-yl)-2,3-dihydro-1H-inden-4-yl)carbamoyl)sulfamoyl)-1H-pyrazol-1-yl)phenyl)boronic acid